1-[2-cyano-4-(trifluoromethyl)phenyl]-4-{3'-methoxy-[2,2'-bipyridin]-5-yl}-N-[(3S)-1-methylpyrrolidin-3-yl]piperidine-4-carboxamide C(#N)C1=C(C=CC(=C1)C(F)(F)F)N1CCC(CC1)(C(=O)N[C@@H]1CN(CC1)C)C=1C=CC(=NC1)C1=NC=CC=C1OC